C(#N)C1=C2C(NC(=NC2=CC(=C1C=C1CCN(CC1)C(=O)OC(C)(C)C)C(F)(F)F)C)=O tert-butyl 4-((5-cyano-2-methyl-4-oxo-7-(trifluoromethyl)-3,4-dihydroquinazolin-6-yl)methylene)piperidine-1-carboxylate